8-(2,4-Dichlorophenyl)-9-(2,5-difluoro-4-((1-(3-fluoropropyl)azetidin-3-yliden)methyl)phenyl)-6,7-dihydro-5H-benzo[7]annulen ClC1=C(C=CC(=C1)Cl)C=1CCCC2=C(C1C1=C(C=C(C(=C1)F)C=C1CN(C1)CCCF)F)C=CC=C2